1-(4-((5,5-Dimethyl-2,4-dioxo-3-((2-(trimethylsilyl)ethoxy)methyl)imidazolidin-1-yl)methyl)-4-methylcyclohexyl)-3-isopropylurea CC1(C(N(C(N1CC1(CCC(CC1)NC(=O)NC(C)C)C)=O)COCC[Si](C)(C)C)=O)C